FC(OC=1C=C(C=CC1)CNC(=O)C=1N=NN(C1)CCCCC1=NN=C(S1)C(=O)NCC1CN(C1)C(=O)OC(C)(C)C)(F)F tert-butyl 3-{[(5-{4-[4-({[3-(trifluoromethoxy)phenyl]methyl} carbamoyl)-1H-1,2,3-triazol-1-yl]butyl}-1,3,4-thiadiazol-2-yl)formamido]methyl}azetidine-1-carboxylate